2-[(3RS)-2,6-DIOXOPIPERIDIN-3-YL]-1,3-DIOXO-2,3-DIHYDRO-1H-ISOINDOL O=C1NC(CC[C@H]1N1C(C2=CC=CC=C2C1=O)=O)=O |r|